tert-butyl (2R,5S)-4-((S)-6-chloro-8-fluoro-7-(2-fluoro-6-methoxyphenyl)-2-(1-isopropylazetidin-3-yl)quinazolin-4-yl)-2,5-dimethylpiperazine-1-carboxylate ClC=1C=C2C(=NC(=NC2=C(C1C1=C(C=CC=C1OC)F)F)C1CN(C1)C(C)C)N1C[C@H](N(C[C@@H]1C)C(=O)OC(C)(C)C)C